2-(3-oxetanyloxy)-5-(4,4,5,5-tetramethyl-1,3,2-dioxaborolan-2-yl)-pyridine O1CC(C1)OC1=NC=C(C=C1)B1OC(C(O1)(C)C)(C)C